cis-4-(2-((4H-1,2,4-triazol-4-yl)methyl)benzyl)-N-(4-(furan-2-yl)benzyl)-1-isobutyryl-6-methylpiperazine-2-carboxamide N=1N=CN(C1)CC1=C(CN2C[C@@H](N([C@@H](C2)C)C(C(C)C)=O)C(=O)NCC2=CC=C(C=C2)C=2OC=CC2)C=CC=C1